ClC1=C(C=CC=C1B1OC(C(O1)(C)C)(C)C)NC=1N=CC=C2C=C(C=NC12)CNC[C@@H]1CCC(N1)=O (S)-5-((((8-((2-chloro-3-(4,4,5,5-tetramethyl-1,3,2-dioxaborolan-2-yl)phenyl)amino)-1,7-naphthyridin-3-yl)methyl)amino)methyl)pyrrolidin-2-one